(R)-N-(3-(3-(diethylamino)pyrrolidin-1-yl)-1-(2-(1,1-difluoroethyl)-6-isopropylpyrimidin-4-yl)-1H-pyrazolo[4,3-c]pyridin-6-yl)acetamide C(C)N([C@H]1CN(CC1)C1=NN(C2=C1C=NC(=C2)NC(C)=O)C2=NC(=NC(=C2)C(C)C)C(C)(F)F)CC